C(C1=CN=CC=C1)N[C@@H](CCCCN)C(=O)O nicotinyllysine